N-(((1R,5S,6s)-3-(5-(3-cyano-6-(1-methyl-1H-pyrazol-4-yl)pyrazolo[1,5-a]pyridin-4-yl)pyridin-2-yl)-3-azabicyclo[3.1.0]hexan-6-yl)methyl)-3-methoxypyridinamide C(#N)C=1C=NN2C1C(=CC(=C2)C=2C=NN(C2)C)C=2C=CC(=NC2)N2C[C@@H]1C([C@@H]1C2)CNC(=O)C2=NC=CC=C2OC